N-(5-chloro-2-fluoro-4-(2H-1,2,3-triazol-2-yl)phenyl)-1-(8-fluoroisoquinolin-4-yl)-5-(trifluoromethyl)-1H-pyrazole-4-carboxamide ClC=1C(=CC(=C(C1)NC(=O)C=1C=NN(C1C(F)(F)F)C1=CN=CC2=C(C=CC=C12)F)F)N1N=CC=N1